ClC1=NC=2C=CC(=CC2C=2N1N=C(N2)C=2OC=CC2)Cl 5,9-dichloro-2-(2-furyl)[1,2,4]triazolo[1,5-c]quinazoline